ClC1=C(C#N)C=CC(=C1)N1C(OC(C1)COC1=CC=C(C=C1)/C=N/O)C(F)(F)F 2-Chloro-4-(5-((4-((E)-(hydroxyimino)methyl)phenoxy)methyl)-2-(trifluoromethyl)oxazolidin-3-yl)benzonitril